(E)-2',6'-Dihydroxy-beta-(4-methoxyphenyl)acrylophenone OC1=C(C(=CC=C1)O)C(\C=C\C1=CC=C(C=C1)OC)=O